C(=O)(O)C1=CC=C(C2=NSN=C21)C(=O)O 4,7-dicarboxyl-2,1,3-benzothiadiazole